12,12-dimethyl-11,11a,12,12a-tetrahydro-3H-benzo[5,6][1,2]thiazino[2,3-a]indole-2-carboxylate 5,5-dioxide CC1(C2C(S(N3C1CC=1C=CC=CC31)(=O)=O)=CCC(=C2)C(=O)[O-])C